(biphenylyl){[phenyl(biphenylyl)triazinyl]phenyl}dibenzofuran C1(=C(C=CC=C1)C1=C(C2=C(OC3=C2C=CC=C3)C=C1)C1=C(C=CC=C1)C1=NN=NC(=C1C1=C(C=CC=C1)C1=CC=CC=C1)C1=CC=CC=C1)C1=CC=CC=C1